methyl 3-(difluoromethoxy)-4-((1-methoxy-1-oxobutan-2-yl) amino)-5-nitrobenzoate FC(OC=1C=C(C(=O)OC)C=C(C1NC(C(=O)OC)CC)[N+](=O)[O-])F